NCC(=O)N1CCN(CC1)C(=O)C=1NC2=CC=C(C(=C2C1)Cl)Cl 2-amino-1-[4-[(4,5-dichloro-1H-indol-2-yl)carbonyl]-1-piperazinyl]-ethanone